6-[6-fluoro-8-(methylamino)-4-thiomorpholino-9H-pyrido[2,3-b]indol-3-yl]-1-methyl-4-oxo-1,8-naphthyridine-3-carboxylic acid FC=1C=C2C3=C(NC2=C(C1)NC)N=CC(=C3N3CCSCC3)C=3C=C1C(C(=CN(C1=NC3)C)C(=O)O)=O